tert-butyl 6-hydroxy-3,4-dihydro-2,7-naphthyridine-2(1H)-carboxylate OC=1C=C2CCN(CC2=CN1)C(=O)OC(C)(C)C